C1([C@H](O)[C@@H](O)[C@@H](O)[C@H](O1)CO)OC(CC[C@H](N)C(=O)O)CN 5-(galactosylhydroxy)-L-lysine